2,2-difluoropropyl 2-amino-4-(2,4-dichloro-6-((S)-3-(2,4-difluorophenyl)-3-hydroxy-4-(1H-1,2,4-triazol-1-yl)butoxy)phenyl)-5,7-dihydro-6H-pyrrolo[3,4-d]pyrimidine-6-carboxylate NC=1N=C(C2=C(N1)CN(C2)C(=O)OCC(C)(F)F)C2=C(C=C(C=C2OCC[C@](CN2N=CN=C2)(O)C2=C(C=C(C=C2)F)F)Cl)Cl